methyl (2R)-2-(trifluoromethylsulfonyloxy)propanoate FC(S(=O)(=O)O[C@@H](C(=O)OC)C)(F)F